O=C1N(CCC(N1)=O)C1=C2C=CNC2=CC=C1 4-(2,4-dioxotetrahydropyrimidin-1(2H)-yl)-1H-indol